ethyl (2S)-4-hydroxy-7-(((perfluorobutyl)sulfonyl)oxy)chromane-2-carboxylate OC1C[C@H](OC2=CC(=CC=C12)OS(=O)(=O)C(C(C(C(F)(F)F)(F)F)(F)F)(F)F)C(=O)OCC